cyclohex-1-ene-1,2-dicarboximide C12=C(CCCC1)C(NC2=O)=O